methyl 5-{[(tert-butoxy)carbonyl]amino}-2-(3,6-dihydro-2H-pyran-4-yl)-1,3-thiazole-4-carboxylate C(C)(C)(C)OC(=O)NC1=C(N=C(S1)C=1CCOCC1)C(=O)OC